C(C=C)(=O)NC(CCCCCCCCC(=O)O)C 10-acrylamidoundecanoic acid